FC1CN(C1)CCC=1C=NC(N(C1)[C@H](C(=O)NCCC(=O)O)CC(C)C)=O 3-((S)-2-(5-(2-(3-fluoroazetidin-1-yl)ethyl)-2-oxopyrimidin-1(2H)-yl)-4-methylpentanamido)propionic acid